C(CCCCCCCCCCCCCCCCC)(=O)O.C(CCCCCCCCCCCCCCCCC)(=O)O.OCC(O)CO glycerine distearate